C1C(CC2=CC=CC=C12)NC1=NC=C(C=N1)C=1C=NN(C1)CC(=O)N1CC2=C(CC1)NN=N2 2-(4-{2-[(2,3-dihydro-1H-inden-2-yl)amino]pyrimidin-5-yl}-1H-pyrazol-1-yl)-1-{1H,4H,5H,6H,7H-[1,2,3]triazolo[4,5-c]pyridin-5-yl}ethan-1-one